(rac)-4-allyl-3-azido-1-(tert-butoxycarbonyl)pyrrolidine-3-carboxylic acid C(C=C)C1C(CN(C1)C(=O)OC(C)(C)C)(C(=O)O)N=[N+]=[N-]